6-(1-(1-(Cyclopropylmethyl)azepan-4-yl)piperidin-4-yl)-1,4-dimethyl-2-(4-(methylsulfonyl)phenyl)-1H-benzo[d]imidazol C1(CC1)CN1CCC(CCC1)N1CCC(CC1)C=1C=C(C2=C(N(C(=N2)C2=CC=C(C=C2)S(=O)(=O)C)C)C1)C